6-[5-[2-[(8-Methyl-5,7-diazatricyclo[7.3.0.02,6]dodeca-1,6,8-trien-11-yl)methylamino]ethyl]-2-oxo-1,3-oxazolidin-3-yl]-4H-pyrido[3,2-b][1,4]oxazin-3-one CC=1N=C2NCCC2=C2CC(CC12)CNCCC1CN(C(O1)=O)C=1C=CC=2OCC(NC2N1)=O